CC1(CCC=2C1=NC1=C(C2NC(=O)N=S(=O)(N)C2=CN=C(S2)[C@](COCCOC)(C)O)CCC1)C N'-((3,3-dimethyl-1,2,3,5,6,7-hexahydrodicyclopenta[b,e]pyridin-8-yl)carbamoyl)-2-((R)-2-hydroxy-1-(2-methoxyethoxy)propan-2-yl)thiazole-5-sulfonimidamide